N1=CN=CC(=C1)C=1C=C2C=CC(=NC2=CC1)N1CCCCC1 1-(6-(Pyrimidin-5-yl)chinolin-2-yl)piperidin